CN([C@@H](CO)C(=O)O)C(=O)C=1N=C(SC1)C1=CC(=C(C=C1)NC(=O)OC(C)(C)C)F Methyl-(2-(4-((tert-butoxycarbonyl)amino)-3-fluorophenyl)thiazole-4-carbonyl)serine